4-(3-methoxy-5-methylpyridin-2-yl)phthalazin-1-ol COC=1C(=NC=C(C1)C)C1=NN=C(C2=CC=CC=C12)O